Benzyl (2S)-4-[4-cyano-2-fluoro-3-(trifluoromethyl)phenyl]-2-methylpiperazine-1-carboxylate C(#N)C1=C(C(=C(C=C1)N1C[C@@H](N(CC1)C(=O)OCC1=CC=CC=C1)C)F)C(F)(F)F